C1N(CCC2=CC=CC=C12)C1C(CNCC1)O 4-(3,4-dihydroisoquinolin-2-yl)-3-hydroxypiperidin